tert-butyl (4-fluoro-1-((4-(3-hydroxypicolinamido)benzyl)carbamoyl)-2,3-dihydro-1H-inden-1-yl)carbamate FC1=C2CCC(C2=CC=C1)(C(NCC1=CC=C(C=C1)NC(C1=NC=CC=C1O)=O)=O)NC(OC(C)(C)C)=O